N-hydroxy-5-(4-((4-oxo-3,4-dihydroquinazolin-2-yl)amino)phenyl)pentanamide ONC(CCCCC1=CC=C(C=C1)NC1=NC2=CC=CC=C2C(N1)=O)=O